4-((4-(4-cyano-1-(2-hydroxyethyl)-1H-imidazol-2-yl)phenyl)amino)-1-(2,6-dichlorophenyl)-1H-pyrazole-3-carboxamide C(#N)C=1N=C(N(C1)CCO)C1=CC=C(C=C1)NC=1C(=NN(C1)C1=C(C=CC=C1Cl)Cl)C(=O)N